gold (I) diphosphine P.P.[Au+]